C(#N)CC[Si](F)(C)C 2-cyanoethyldimethylfluorosilane